1-phenyl-3-(4,4,5,5-tetramethyl-1,3,2-dioxaborolan-2-yl)-1H-pyrazole C1(=CC=CC=C1)N1N=C(C=C1)B1OC(C(O1)(C)C)(C)C